C(C)C=1OCCN1 ethyl-2-oxazoline